CN1[C@@H]2CN([C@H](C1)C2)C=2C(=C(N)C=CC2)[N+](=O)[O-] 3-((1S,4S)-5-methyl-2,5-diazabicyclo[2.2.1]Hept-2-yl)-2-nitroaniline